C([18F])(F)F [18F]fluoroform